C(C)C1=C(C=CC(=C1)NC1(CCC1)[N+]#[C-])O 2-Ethyl-4-((1-isocyanocyclobutyl)amino)phenol